FC1=CC=C(C=C1)CCC(=O)N1C2=C(OCC1)C(=CN=C2)C2=CC=C(C=C2)C#N 4-(4-(3-(4-Fluorophenyl)propionyl)-3,4-dihydro-2H-pyrido[4,3-b][1,4]oxazin-8-yl)benzeneNitrile